2-(2-Chlorophenyl)-N-{3-sulfamoyl-4-[1-(tetrahydro-2H-pyran-2-yl)-1H-pyrazol-4-yl]phenyl}acetamide ClC1=C(C=CC=C1)CC(=O)NC1=CC(=C(C=C1)C=1C=NN(C1)C1OCCCC1)S(N)(=O)=O